3-[3-(3-fluoro-2,6-dimethoxyphenyl)-1-[[2-(trimethylsilyl)ethoxy]methyl]pyrrolo[2,3-b]pyridin-6-yl]-1-[2-(4-methylpiperazin-1-yl)ethyl]urea FC=1C(=C(C(=CC1)OC)C1=CN(C2=NC(=CC=C21)NC(NCCN2CCN(CC2)C)=O)COCC[Si](C)(C)C)OC